5-(2-(1,3-Dioxolan-2-yl)thiazol-4-yl)pentan-2-ol O1C(OCC1)C=1SC=C(N1)CCCC(C)O